2-{3-[(2R,5S)-2,5-dimethylpiperazin-1-yl]-1,2,4-triazin-6-yl}-5-(1H-pyrazol-4-yl)phenol C[C@H]1N(C[C@@H](NC1)C)C=1N=NC(=CN1)C1=C(C=C(C=C1)C=1C=NNC1)O